(3R)-3-[(7-methoxy-6-{[2-(pyrrolidin-1-yl)ethoxy]methyl}-1H,2H,3H-cyclopenta[b]quinolin-9-yl)amino]butanenitrile COC1=CC=2C(=C3C(=NC2C=C1COCCN1CCCC1)CCC3)N[C@@H](CC#N)C